CNC(=O)C=1N=NN(C1)CCCCC=1N=NC(=CC1)NC(CC1=NC=CC(=C1)OCC(F)(F)F)=O N-methyl-1-(4-(6-(2-(4-(2,2,2-trifluoroethoxy)pyridin-2-yl)acetamido)pyridazin-3-yl)butyl)-1H-1,2,3-triazole-4-carboxamide